2,3-dichloro-5,6-lutidine ClC1=NC(=C(C=C1Cl)C)C